O[C@]1([C@H](C[C@H](CC1)S(=O)(=O)C)O)CNC(OCC1=CC=CC=C1)=O |o1:1,2,4| Benzyl (((1S*,2S*,4S*)-1,2-dihydroxy-4-(methylsulfonyl)cyclohexyl)methyl)carbamate